ClC1=C(C=CC=C1)C1=NN=C(S1)NC(=O)C=1OC(C=C(C1)NC1=CC=CC=C1)=O N-[5-(2-chlorophenyl)-1,3,4-thiadiazol-2-yl]-6-oxo-4-(phenylamino)pyran-2-carboxamide